ClC1=C(OC(C(=O)O)(C)C)C(=CC(=C1)CN1C(N(CC1=O)C1=CC=C(C=C1)C(F)(F)F)=O)F 2-(2-Chloro-4-((2,5-dioxo-3-(4-(trifluoromethyl)phenyl)imidazolin-1-yl)methyl)-6-fluoro-phenoxy)-2-methylpropionic acid